4-(3-((2-(2,6-dioxopiperidin-3-yl)-1-oxoisoindolin-4-yl)thio)propyl)piperazin O=C1NC(CCC1N1C(C2=CC=CC(=C2C1)SCCCN1CCNCC1)=O)=O